(S)-5-(6-(tert-butylamino)-4-(difluoromethyl)pyridin-3-yl)-4-(2-methylpyrrolidine-1-carbonyl)thiazole-2-carboxylic acid C(C)(C)(C)NC1=CC(=C(C=N1)C1=C(N=C(S1)C(=O)O)C(=O)N1[C@H](CCC1)C)C(F)F